OCCCCC1CN(CCC1)C(=O)OC(C)(C)C tert-butyl 3-(4-hydroxybutyl)piperidine-1-carboxylate